FC(C(CC(=O)C1=C(C=CC=C1)C(F)(F)F)=O)(F)F 4,4,4-trifluoro-1-(2-(trifluoromethyl)phenyl)butane-1,3-dione